[3-(6-fluoro-5-methyl-1,3-benzothiazol-4-yl)cyclobutyl] (4-nitrophenyl) carbonate C(OC1CC(C1)C1=C(C(=CC2=C1N=CS2)F)C)(OC2=CC=C(C=C2)[N+](=O)[O-])=O